FC(C=1N(C=C(N1)C(=O)O)C)F 2-difluoromethyl-1-methyl-1H-imidazole-4-carboxylic acid